4-phenyl-isoquinoline C1(=CC=CC=C1)C1=CN=CC2=CC=CC=C12